ClC1=CC(=C2C(=N1)C=CS2)N2[C@@H](COCC2)C 5-chloro-7-((R)-3-methylmorpholinyl)thieno[3,2-b]pyridine